1-(3-(4-(1H-imidazol-1-yl)-1-(4-(trifluoromethoxy)phenyl)-1H-pyrazolo[3,4-b]pyridin-3-yl)azetidin-1-yl)-2-fluoroprop-2-en-1-one N1(C=NC=C1)C1=C2C(=NC=C1)N(N=C2C2CN(C2)C(C(=C)F)=O)C2=CC=C(C=C2)OC(F)(F)F